C(C1=CC=CC=C1)N1C[C@H]2N(C3=C(OCC2)N=C(C=N3)C(F)(F)F)CC1 (S)-9-benzyl-3-(trifluoromethyl)-7,7a,8,9,10,11-hexahydro-6H-dipyrazino[2,3-b:1',2'-d][1,4]oxazepine